[1,3-bis(2,4,6-trimethylphenyl)imidazolidin-2-ylidene](chloro)(phenylmethylidene)ruthenium CC1=C(C(=CC(=C1)C)C)N1C(N(CC1)C1=C(C=C(C=C1C)C)C)=[Ru](=CC1=CC=CC=C1)Cl